C(C)(C)(C)OCC1=C(C=NN1CCC1=NC=2NCCCC2C=C1)C(=O)NC(CC(=O)O)C1=CC(=CC(=C1)Cl)Cl 3-(5-(tert-butoxymethyl)-1-(2-(5,6,7,8-tetrahydro-1,8-naphthyridin-2-yl)ethyl)-1H-pyrazole-4-carboxamido)-3-(3,5-dichlorophenyl)propionic acid